4-((S)-2-((S)-2-amino-3-methylbutanamido)-5-ureidopentanamido)benzyl (4-(5-(3-amino-6-(4-(isopropylsulfonyl)phenyl)pyrazin-2-yl)isoxazol-3-yl)benzyl)(methyl)carbamate NC=1C(=NC(=CN1)C1=CC=C(C=C1)S(=O)(=O)C(C)C)C1=CC(=NO1)C1=CC=C(CN(C(OCC2=CC=C(C=C2)NC([C@H](CCCNC(=O)N)NC([C@H](C(C)C)N)=O)=O)=O)C)C=C1